BrC=1C=2C=C(CC2C=C2CCCC12)C 8-bromo-6-methyl-1,2,3,5-tetrahydro-s-indacene